[3-(Pentafluoro-λ6-sulfanyl)phenyl]hydrazine cyclopropane-1-carboxylate C1(CC1)C(=O)O.FS(C=1C=C(C=CC1)NN)(F)(F)(F)F